C(C)C=1C(NC=2C=C(C=NC2C1)CN1CC(C(=CC1)C=1C=NC(=CC1)C(=O)NC)O)=O 1'-((7-ethyl-6-oxo-5,6-dihydro-1,5-naphthyridin-3-yl)methyl)-3'-hydroxy-N-methyl-1',2',3',6'-tetrahydro-[3,4'-bipyridine]-6-carboxamide